C1(=CC=CC=C1)NC(=O)C=1NC=C(C1)C1=NC(=NC=C1C(F)(F)F)N[C@@H]1CNCCC1 N-phenyl-4-(2-{[(3S)-piperidin-3-yl]amino}-5-(trifluoromethyl)pyrimidin-4-yl)-1H-pyrrol-2-carboxamide